C(C)OC(C(=O)NC1CCC(CC1)(F)F)=O ((4,4-difluorocyclohexyl)amino)-2-oxoacetic acid ethyl ester